2-chloro-5-(cyclobutylsulfinyl)pyridine ClC1=NC=C(C=C1)S(=O)C1CCC1